iso-hexyl palmitate C(CCCCCCCCCCCCCCC)(=O)OCCCC(C)C